CC=1C=C(N=NC1C1CCNCC1)N 5-methyl-6-(piperidin-4-yl)pyridazin-3-amine